FC(C1=NC(=NC(=N1)C(F)(F)F)N1[C@H](C=2NC3=CC=C(C=C3C2CC1)Cl)CC(CCC=C(C)C)C)(F)F (1S)-2-[4,6-bis(trifluoromethyl)-1,3,5-triazin-2-yl]-6-chloro-1-(2,6-dimethylhept-5-en-1-yl)-2,3,4,9-tetrahydro-1H-pyrido[3,4-b]indole